(±)-1-(2-Hydroxypropyl)pseudouridine tert-butyl-(4R)-4-ethyl-2,2-dioxo-oxathiazolidine-3-carboxylate C(C)(C)(C)[C@]1(N(S(OC1)(=O)=O)C(=O)OC[C@@H]1[C@H]([C@H]([C@@H](O1)C1=CN(C(=O)NC1=O)C[C@@H](C)O)O)O)CC |&1:29|